N-((3aR,4R,7R,7aR)-4-(l-3-azido-2,5,8,11-tetraoxatridecyl)-2,2-dimethyltetrahydro-4H-[1,3]dioxolo[4,5-c]pyran-7-yl)-2,6-dimethoxypyrimidin-4-amine N(=[N+]=[N-])C(OC[C@H]1OC[C@H]([C@@H]2[C@H]1OC(O2)(C)C)NC2=NC(=NC(=C2)OC)OC)COCCOCCOCC